ClC=1C=C(CN2CC=3C(N(C=4N(C3CC2)C=CN4)CC4=CC=C(C=C4)F)=O)C=CC1 7-(3-chlorobenzyl)-4-(4-fluorobenzyl)-6,7,8,9-tetrahydroimidazo[1,2-a]pyrido[3,4-e]pyrimidine-5(4H)-one